ClC=1C=C(CS(=O)(=O)CC(=O)O)C=C(C1CC1=CC(=C(C=C1)O)C(C)C)C 2-((3-chloro-4-(4-hydroxy-3-isopropylbenzyl)-5-methylbenzyl)sulfonyl)acetic acid